ClC=1C=C(C=CC1F)NC(N(CC1=CN=C(C2=CC=CC=C12)OC)C1CC1)=O 3-(3-Chloro-4-fluorophenyl)-1-cyclopropyl-1-((1-methoxyisoquinolin-4-yl)methyl)urea